C[C@H]1N(C[C@H](C1)COC1=CC=C(C=C1)S(=O)(=O)CCCS(=O)(=O)C)C(=O)OC(C)(C)C (2R,4S)-tert-butyl 2-methyl-4-((4-((3-(methylsulfonyl)propyl)sulfonyl)phenoxy)methyl)pyrrolidine-1-carboxylate